tert-butyl-(4'-cyano-2,3,4,5-tetrahydro-biphenyl) C(C)(C)(C)C1C(=CCCC1)C1=CC=C(C=C1)C#N